NC1=CC(N(C(N1CC=C)=O)CC=C)=O 6-amino-1,3-di-2-propen-1-yl-2,4(1H,3H)-pyrimidinedione